(1H-indazol-5-yl)-3-{4-[(4-methylpiperazin-1-yl)methyl]thiazol-2-yl}imidazo[1,2-b]pyridazin-6-amine N1N=CC2=CC(=CC=C12)C=1N=C2N(N=C(C=C2)N)C1C=1SC=C(N1)CN1CCN(CC1)C